4-((1R,3R,4R)-3-hydroxy-4-methylcyclohexylamino)-2-(tert-pentylamino)pyrimidine-5-carboxamide O[C@@H]1C[C@@H](CC[C@H]1C)NC1=NC(=NC=C1C(=O)N)NC(C)(C)CC